C1=CC(=CC=C1C2=CC=C(C=C2)N)N 4,4'-diphenylenediamine